COC=1C(=CSC1)C1=NN2C(=NC=3C=CC=CC3C2=N1)N[C@H]1C(NCCC1)=O (3R)-3-{[2-(4-Methoxythiophen-3-yl)[1,2,4]triazolo[1,5-c]quinazolin-5-yl]amino}piperidin-2-one